dimethyl-imidazole nickel cobalt [Co].[Ni].CC1=C(N=CN1)C